C1(CC1)C[C@H]1CN(CCN1S(=O)(=O)C)C1=NC=C2C(=N1)N(N=C2C=2C(=C(C(=C(C2)C(F)(F)F)F)O)F)C (S)-3-(6-(3-(Cyclopropylmethyl)-4-(methylsulfonyl)piperazin-1-yl)-1-methyl-1H-pyrazolo[3,4-d]pyrimidin-3-yl)-2,6-difluoro-5-(trifluoromethyl)phenol